6-(1-(difluoromethyl)-1H-pyrazol-4-yl)-4-(6-(3-(4-iodophenoxy)pyrrolidin-1-yl)pyridin-3-yl)pyrazolo[1,5-a]pyridine-3-carbonitrile FC(N1N=CC(=C1)C=1C=C(C=2N(C1)N=CC2C#N)C=2C=NC(=CC2)N2CC(CC2)OC2=CC=C(C=C2)I)F